(4-(piperazine-1-carbonyl)phenyl)boronic acid N1(CCNCC1)C(=O)C1=CC=C(C=C1)B(O)O